3-((S)-3-((R)-8-(3-(1H-pyrazol-3-yl)phenylsulfonyl)-1-oxa-8-azaspiro[4.5]decan-3-ylamino)-2-hydroxypropoxy)-N-methylbenzenesulfonamide N1N=C(C=C1)C=1C=C(C=CC1)S(=O)(=O)N1CCC2(C[C@H](CO2)NC[C@@H](COC=2C=C(C=CC2)S(=O)(=O)NC)O)CC1